C[C@H]1N(CCC[C@@H]1C1=CC=2C(=NC=CC2NC=2C=CC3=C(N=CS3)C2)S1)C1COC1 N-(2-((2R,3S)-2-methyl-1-(oxetan-3-yl)piperidin-3-yl)thieno[2,3-b]pyridin-4-yl)benzo[d]thiazol-5-amine